3-[2-(ethylamino)-6-[1-oxo-4-(trifluoromethyl)-3H-isoindol-2-yl]pyridin-4-yl]-4-(4-methyl-1,2,4-triazol-3-yl)benzonitrile C(C)NC1=NC(=CC(=C1)C=1C=C(C#N)C=CC1C1=NN=CN1C)N1C(C2=CC=CC(=C2C1)C(F)(F)F)=O